FC(C)(F)C1=NC(=CC(=N1)C1=CN(C2=CN=C(C=C21)NC(C)=O)C2CN(C2)CC)C N-(3-(2-(1,1-difluoroethyl)-6-methylpyrimidin-4-yl)-1-(1-ethylazetidin-3-yl)-1H-pyrrolo[2,3-c]pyridin-5-yl)acetamide